Methyl 3-amino-5-chloro-2-iodobenzoate NC=1C(=C(C(=O)OC)C=C(C1)Cl)I